(tert-butoxy)butanoate C(C)(C)(C)OC(C(=O)[O-])CC